(E)-6-chloro-4-phenyl-3-(3-(pyridin-3-yl)acryloyl)quinolin-2(1H)-one ClC=1C=C2C(=C(C(NC2=CC1)=O)C(\C=C\C=1C=NC=CC1)=O)C1=CC=CC=C1